Tert-butyl (6-(cyclopropylcarbamoyl)-3-formyl-7-hydroxy-4-neopentyl-5-oxo-4,5-dihydropyrazolo[1,5-a]pyrimidin-2-yl)carbamate C1(CC1)NC(=O)C=1C(N(C=2N(C1O)N=C(C2C=O)NC(OC(C)(C)C)=O)CC(C)(C)C)=O